CC1=C(C(=CC=C1)C)N1C(C=2N(C(C(=C(C2C1)C1=C(C=CC(=C1)F)O)C1=CC=C(C=C1)[N+](=O)[O-])=O)C1=CC=CC=C1)=O 6-(2,6-dimethylphenyl)-4-(5-fluoro-2-hydroxyphenyl)-3-(4-nitrophenyl)-1-phenyl-5,6-dihydro-1H-pyrrolo[3,4-b]pyridine-2,7-dione